7-methyl-4-(5-(4-(6-oxo-5-azaspiro[2.4]hept-5-yl)phenyl)pyridin-3-yl)-8,9-dihydropyrido[3',2':4,5]pyrrolo[1,2-a]pyrazin-6(7H)-one CN1C(C=2N(CC1)C1=C(C2)C(=CC=N1)C=1C=NC=C(C1)C1=CC=C(C=C1)N1CC2(CC2)CC1=O)=O